CNC(C1=C(C=CC=C1)SC1=CC=C2C(=NNC2=C1)\C=C\C1=NC=CC=C1)=O N-methyl-2-[3-((E)-2-pyridin-2-yl-vinyl)-1H-indazole-6-ylsulfanyl]-benzamide